O1COC2=C1C=CC(=C2)OCC(=O)N(CC=2SC=CC2)C2=CC=NN2 2-(benzo[d][1,3]dioxol-5-yloxy)-N-(1H-pyrazol-5-yl)-N-(thiophen-2-ylmethyl)acetamide